OC1=C(C=CC(=C1)O)C(CC1=CC=CC=C1)=O 2',4'-dihydroxy-phenylacetophenone